2-(1H-benzo[d]imidazol-5-yl)-5,6-dichloro-3-(4-propoxyphenyl)isoindolin-1-one N1C=NC2=C1C=CC(=C2)N2C(C1=CC(=C(C=C1C2C2=CC=C(C=C2)OCCC)Cl)Cl)=O